C1(=CC=CC=C1)N(C1=CC=C(C2=CC=C(N(C3=CC=C(C=C3)N(C3=CC=CC=C3)C3=CC=CC=C3)C3=CC=CC=C3)C=C2)C=C1)C1=CC=C(C=C1)N(C1=CC=CC=C1)C1=CC=CC=C1 diphenyl-N,N'-bis-[4-(N,N-diphenyl-amino)-phenyl]benzidine